FC[Se]C1=CNC2=CC(=CC=C12)C#N 3-((fluoromethyl)selanyl)-1H-indole-6-carbonitrile